BrC1=NC(=CN=C1)C=C 2-bromo-6-vinylpyrazine